1-(2-(1-methyl-1H-imidazo[1,2-b]pyrazole-7-carbonyl)-2-azaspiro[3.3]heptan-6-yl)-3-(2-methyl-5-(trifluoromethoxy)phenyl)urea CN1C=CN2N=CC(=C21)C(=O)N2CC1(C2)CC(C1)NC(=O)NC1=C(C=CC(=C1)OC(F)(F)F)C